OCCOC1=C(C2=CC=CC=C2C=C1)C1=C(C=CC2=CC=CC=C12)OCCO 2,2'-bis(2-hydroxy-ethoxy)-1,1'-binaphthyl